(S)-2-((6-((4-cyano-2-fluorobenzyl)thio)-5-fluoro-3',6'-dihydro-[2,4'-bipyridin]-1'(2'H)-yl)methyl)-1-(oxetan-2-ylmethyl)-1H-benzo[d]imidazole-6-carboxylic acid methyl ester COC(=O)C=1C=CC2=C(N(C(=N2)CN2CCC(=CC2)C2=NC(=C(C=C2)F)SCC2=C(C=C(C=C2)C#N)F)C[C@H]2OCC2)C1